N-(3-((2-((5-methyl-2-(1-methylpiperidin-4-yl)-2H-1,2,3-triazol-4-yl)amino)-5-(trifluoromethyl)pyrimidin-4-yl)amino)propyl)oxetane-3-carboxamide CC=1C(=NN(N1)C1CCN(CC1)C)NC1=NC=C(C(=N1)NCCCNC(=O)C1COC1)C(F)(F)F